(1-{bicyclo[1.1.1]pentan-1-yl}-2-(2-chlorophenyl)-6-methylimidazo[4,5-c]pyridin-4-yl)-4-methylpiperazine C12(CC(C1)C2)N2C(=NC=1C(=NC(=CC12)C)N1CCN(CC1)C)C1=C(C=CC=C1)Cl